pentasodium (carboxylatomethyl)iminobis(ethylene nitrilo)tetraacetate C(=O)([O-])CN(CCN(CC(=O)[O-])CC(=O)[O-])CCN(CC(=O)[O-])CC(=O)[O-].[Na+].[Na+].[Na+].[Na+].[Na+]